ClC1=C(C=CC(=C1)OC1=NC=CC(=C1F)C)C(C1=CNC2=C1C1=C(NC(C(N1)(C)COC)=O)C=N2)O 9-((2-chloro-4-((3-fluoro-4-methylpyridin-2-yl)oxy)phenyl)(Hydroxy)methyl)-2-(methoxymethyl)-2-methyl-4,7-dihydro-1H-pyrrolo[3',2':5,6]pyrido[3,4-b]Pyrazin-3(2H)-one